(3-{[2-(4-Chlorophenyl)imidazo[1,2-a]pyridin-3-yl]methyl}-3,6-diazabicyclo[3.1.1]hept-6-yl)[3-(trifluoromethoxy)phenyl]methanone ClC1=CC=C(C=C1)C=1N=C2N(C=CC=C2)C1CN1CC2N(C(C1)C2)C(=O)C2=CC(=CC=C2)OC(F)(F)F